phenethylphenol C(CC1=CC=CC=C1)C1=C(C=CC=C1)O